3-Methyl-3-[5-[2-[4-(pentafluoro-lambda6-sulfanyl)anilino]-3-pyridyl]tetrazol-2-yl]pyrrolidin-2-one CC1(C(NCC1)=O)N1N=C(N=N1)C=1C(=NC=CC1)NC1=CC=C(C=C1)S(F)(F)(F)(F)F